C(C)(C)(C)C1=C(C(=C(O)C=C1)O)CO para-tertiary butyl-catecholmethanol